ClC1=C(C=CC(=C1)Cl)[C@@H](C)N1N=NC2=C1N=C(N=C2C)N2CC(C2)[C@@H]2CN(CCC2)CCCC(=O)O 4-((R)-3-(1-(3-((R)-1-(2,4-dichlorophenyl)ethyl)-7-methyl-3H-[1,2,3]triazolo[4,5-d]pyrimidin-5-yl)azetidin-3-yl)piperidin-1-yl)butanoic acid